CC1=C(C=C(C=C1)NC(=O)N1C[C@@H](CC1)CC(F)(F)F)C1=CC(=NC(=C1)N1CCOCC1)N1C[C@@H](CC1)NC(OC(C)(C)C)=O tert-butyl N-[(3R)-1-(4-[2-methyl-5-[(3S)-3-(2,2,2-trifluoroethyl)pyrrolidine-1-carbonylamino]phenyl]-6-(morpholin-4-yl)pyridin-2-yl) pyrrolidin-3-yl]carbamate